C(#N)CC1(CN(C1)S(=O)(=O)CC)N1N=CC(=C1)C=1C2=C(N(CN1)C)NC=C2 4-(1-(3-(cyanomethyl)-1-(ethylsulfonyl)azetidin-3-yl)-1H-pyrazol-4-yl)-N-methyl-7H-pyrrolo[2,3-d]pyrimidin